O=C(CS(=O)(=O)N[C@H]1CN(CCC1)C(=O)NC1=CC=C(C=C1)OC(F)(F)F)C (R)-3-(2-oxopropylsulfonylamino)-N-(4-(trifluoromethoxy)phenyl)piperidine-1-carboxamide